3-(6-(Cyclobutyl(methyl)amino)-1-methyl-1H-pyrazolo[4,3-c]pyridin-3-yl)-2,6-difluoro-5-(trifluoromethyl)phenol C1(CCC1)N(C1=CC2=C(C=N1)C(=NN2C)C=2C(=C(C(=C(C2)C(F)(F)F)F)O)F)C